(3-fluorophenyl)-N-(2-(4-methylpiperazin-1-yl)ethyl)-5-(2-nitrophenyl)Azole-4-carboxamide FC=1C=C(C=CC1)C=1NC(=C(C1)C(=O)NCCN1CCN(CC1)C)C1=C(C=CC=C1)[N+](=O)[O-]